azidomethyl-2'-deoxyuridine N(=[N+]=[N-])C[C@@]1(C[C@H](O)[C@@H](CO)O1)N1C(=O)NC(=O)C=C1